2-amino-6-(benzyloxy)-9-(4-methoxybenzyl)-7,9-dihydro-8H-purin-8-one NC1=NC(=C2NC(N(C2=N1)CC1=CC=C(C=C1)OC)=O)OCC1=CC=CC=C1